C(C)(C)C1=CC=C(C(=O)O)C=C1 4-isopropylbenzoic acid